2-(5-(2-methoxy-4-methylphenyl)imidazo[2,1-b][1,3,4]thiadiazol-2-yl)-5-oxa-2,7-diazaspiro[3.4]oct-6-en-6-amine COC1=C(C=CC(=C1)C)C1=CN=C2SC(=NN21)N2CC1(C2)OC(=NC1)N